[Na+].O[C@@H](CC(=O)[O-])CC R-3-hydroxyvalerate sodium